9-(4-tert-butylphenyl)-3,6-bis(triphenylsilyl)9H-carbazole C(C)(C)(C)C1=CC=C(C=C1)N1C2=CC=C(C=C2C=2C=C(C=CC12)[Si](C1=CC=CC=C1)(C1=CC=CC=C1)C1=CC=CC=C1)[Si](C1=CC=CC=C1)(C1=CC=CC=C1)C1=CC=CC=C1